carboxymethyl-rhamnose aluminum [Al].C(=O)(O)CC(=O)[C@H](O)[C@H](O)[C@@H](O)[C@@H](O)C